methyl 1-(3-amino-6-(2,5-dimethyl-1,2,3,4-tetrahydroisoquinolin-7-yl) pyrazin-2-yl)-1H-pyrazole-4-carboxylate NC=1C(=NC(=CN1)C1=CC(=C2CCN(CC2=C1)C)C)N1N=CC(=C1)C(=O)OC